tert-butyl ((S)-1-((1r,4S)-4-methylcyclohexyl)-2-oxo-2-((4-vinylpyridin-2-yl)amino)ethyl)carbamate CC1CCC(CC1)[C@@H](C(NC1=NC=CC(=C1)C=C)=O)NC(OC(C)(C)C)=O